C1=C(C=CC=2C3=CC=CC=C3NC12)C1=C(C#N)C(=C(C(=C1C1=CC=2NC3=CC=CC=C3C2C=C1)C1=CC=2NC3=CC=CC=C3C2C=C1)F)C1=CC=2NC3=CC=CC=C3C2C=C1 2,3,4,6-tetrakis(9H-carbazol-2-yl)-fluorobenzonitrile